N1=C(C=CC(=C1)[C@@H](C(=O)NC1=NC=C(C(=C1)C1=CN=C2N1CC(C2)(C)C)Cl)C)C=2C=NC=CC2 (S)-2-([2,3'-bipyridin]-5-yl)-N-(5-chloro-4-(6,6-dimethyl-6,7-dihydro-5H-pyrrolo[1,2-a]imidazol-3-yl)pyridin-2-yl)propionamide